F[B-](F)(F)F.CC1(C(C(NC(N1)=O)=O)(C)C)C tetramethyluracil tetrafluoroborate